FC=1C(=NC(=NC1)NC=1C=C2C=CNC2=CC1)C1=CNC2=C(C=CC=C12)NC([C@@H](COC)N1CCN(CC1)C)=O (R)-N-[3-[5-fluoro-2-(1H-indol-5-ylamino)pyrimidin-4-yl]-1H-indol-7-yl]-3-methoxy-2-(4-methylpiperazin-1-yl)propanamide